(S)-tert-butyl (5-methyl-4-oxo-2,3,4,5-tetrahydropyrido[4,3-b][1,4]oxazepin-3-yl)carbamate CN1C2=C(OC[C@@H](C1=O)NC(OC(C)(C)C)=O)C=CN=C2